(3Z)-7,7-diethoxy-3-heptenyl methoxymethyl ether COCOCC\C=C/CCC(OCC)OCC